FC1=CC=C(C=N1)NC1=NC(=NC(=N1)NC(C)C)C1=CC=CC=C1 N2-(6-fluoropyridin-3-yl)-N'-isopropyl-6-phenyl-1,3,5-triazine-2,4-diamine